C(C=C)(=O)N1CC(C1)CN1C(C(N(C2=CC(=C(C=C12)Cl)C1=CC(=CC2=CC=CC=C12)O)C1=C(C=CC=C1)C(C)C)=O)=O 1-((1-propenoylazetidin-3-yl)methyl)-7-chloro-6-(3-hydroxynaphthalen-1-yl)-4-(2-isopropylphenyl)quinoxaline-2,3(1H,4H)-dione